1-[4-methylsulfanylphenyl]-3-[3,5-dimethyl-4-carboxydimethylmethoxyphenyl]prop-2-en-1-one CSC1=CC=C(C=C1)C(C=CC1=C(C(=C(C(=C1)C)C(=O)O)C)OC(C)C)=O